3-Fluorobenzyl (5-methoxy-1H-benzo[d]imidazol-2-yl)carbamate COC1=CC2=C(NC(=N2)NC(OCC2=CC(=CC=C2)F)=O)C=C1